ClC1=C(C(=O)N2COC3=C(C2)C=CC=C3C3=CC(=C(C(=O)O)C=C3F)N3CCOCC3)C=C(C(=C1)C=1C=NN(C1)C)OC 4-[3-[2-chloro-5-methoxy-4-(1-methylpyrazol-4-yl)benzoyl]-2,4-dihydro-1,3-benzoxazin-8-yl]-5-fluoro-2-morpholin-4-ylbenzoic acid